N1C(=C(CC=C1)C(=O)[O-])C=1C=NC=CC1 1,4-dihydro-[2,3'-bipyridine]-3-carboxylate